NC1=C(SC2=NC(=CC(=C21)C)C)C(=O)N[C@H]2COC1=C(C2)C=CC(=C1)N1C[C@H]([C@H](C1)OCC)N 3-amino-N-[(3R)-7-[(3R,4S)-3-amino-4-ethoxypyrrolidin-1-yl]-3,4-dihydro-2H-1-benzopyran-3-yl]-4,6-dimethylthieno[2,3-b]pyridine-2-carboxamide